5-Isopropoxy-2-(2-isopropylphenyl)-N-((1-(1-methyl-4-(trifluoromethyl)-1H-imidazol-2-yl)piperidin-4-yl)methyl)pyrimidin-4-amine C(C)(C)OC=1C(=NC(=NC1)C1=C(C=CC=C1)C(C)C)NCC1CCN(CC1)C=1N(C=C(N1)C(F)(F)F)C